2-(quinolin-8-yl)acetonitrile N1=CC=CC2=CC=CC(=C12)CC#N